[Cl-].CC[N+](C)(C)CCOC(CC)=O methylpropanoyloxyethyl-trimethyl-ammonium chloride